2-(2,3,5,6-tetrafluoro-4-(trifluoromethyl)phenyl)acetonitrile FC1=C(C(=C(C(=C1F)C(F)(F)F)F)F)CC#N